5-fluoro-4-phenyl-pyrimidin-2-amine FC=1C(=NC(=NC1)N)C1=CC=CC=C1